C(C1=CC=CC=C1)OC(C(=O)OC)C1=CC=CC=C1 methyl 2-(benzyloxy)-2-phenylacetate